ClC1=C(C(=O)OC)C=C(C=C1S(=O)(=O)Cl)Cl methyl 2,5-dichloro-3-(chlorosulfonyl)benzoate